BrC(=O)OCC(CC)(C)C 2,2-dimethylbutyl bromoformate